C(/C1=CC=CC=C1)=C/1\C(N\C(\C(N1)=O)=C/C=1N=CNC1C(C)(C)C)=O (3Z,6Z)-3-benzylidene-6-[(5-tert-butyl-1H-imidazole-4-yl)methylene]piperazine-2,5-dione